(5R)-1-(1H-benzimidazol-5-yl)-5-{4-[2-(trifluoromethyl)-1,3-thiazol-5-yl]phenyl}-imidazolidin-2-one N1C=NC2=C1C=CC(=C2)N2C(NC[C@H]2C2=CC=C(C=C2)C2=CN=C(S2)C(F)(F)F)=O